C1(=CC=CC=C1)CC1=CC=C2CCNC3CC4=C(C1=C23)C=CC(=C4)OCC4=CC=CC=C4 phenylmethyl-9-benzyloxy-5,6,6a,7-tetrahydro-4H-dibenzo[de,g]quinoline